S(=O)(OC=C)Br vinyl bromosulfite